C(C)C1=C(C=CC(=C1)N1C[C@H]2CC[C@@H](C1)N2C)NC2=NC=C(C(=N2)NCCCN2C(C(CC2)(C)C)=O)C(F)(F)F 1-(3-((2-((2-ethyl-4-((1R,5S)-8-methyl-3,8-diazabicyclo[3.2.1]octan-3-yl)phenyl)amino)-5-(trifluoromethyl)pyrimidin-4-yl)amino)propyl)-3,3-dimethylpyrrolidin-2-one